C(C=C)(=O)OCCCCCCOC1=CC(=C(COC2=C(C=C(C=C2)OCC2=C(C=C(C=C2)OCCCCCCOC(C=C)=O)C)C)C=C1)C 1,4-bis[4-(6-acryloyloxyhexyloxy)-2-methylbenzyloxy]-2-methylbenzene